O=C1NC(CCC1N1C(C2=CC=CC(=C2C1=O)NCCOCCOCCI)=O)=O 2-(2,6-dioxo-3-piperidyl)-4-[2-[2-(2-iodoethoxy)ethoxy]ethylamino]isoindoline-1,3-dione